COCCCN1N=CC(=C1)NC1=NC(=NC=C1)C1=CC=C(C=C1)N1C(NCC1)=O 1-(4-(4-((1-(3-methoxypropyl)-1H-pyrazol-4-yl)amino)pyrimidin-2-yl)phenyl)imidazolidin-2-one